FC=1C=C(C=CC1[N+](=O)[O-])C(C(=O)N)C (3-fluoro-4-nitrophenyl)-methylacetamide